manganese(ii) dihydrate O.O.[Mn+2]